O(C(=O)C)C1=C(C=C(C=C1)/C=C/C(=O)N)OC (E)-3-(4-acetoxyl-3-methoxyphenyl)acrylamide